ClC=1C=C2C=CC(=NC2=CC1)NC(=O)[C@@H]1CC[C@H](CC1)C=1OC(=NN1)C1=NC2=CC=C(C=C2C=C1)Cl trans-N-(6-chloroquinolin-2-yl)-4-(5-(6-chloroquinolin-2-yl)-1,3,4-oxadiazol-2-yl)cyclohexanecarboxamide